C(C)(C)(C)OC(=O)NC=1SC2=C(N1)C(=CC=C2F)C2=C(C=C1C(=C(C(=NC1=C2F)N=C(C2=CC=CC=C2)C2=CC=CC=C2)C#N)N2CCN(CC2)C(=O)[O-])Cl 4-(7-(2-((tert-butoxycarbonyl)amino)-7-fluorobenzo[d]thiazol-4-yl)-6-chloro-3-cyano-2-((diphenylmethylene)amino)-8-fluoroquinolin-4-yl)piperazine-1-carboxylate